ClC1=NC=C(C(=N1)C)C(=O)O 2-chloro-4-methyl-pyrimidine-5-carboxylic acid